(1R,3S,4R)-N-((S)-1-cyano-2-((R)-2-oxopyrrolidin-3-yl)ethyl)-5,5-difluoro-2-((2,2,2-trifluoroacetyl)-D-leucyl)-2-azabicyclo[2.2.2]octane-3-carboxamide C(#N)[C@H](C[C@@H]1C(NCC1)=O)NC(=O)[C@H]1N([C@H]2CC([C@@H]1CC2)(F)F)C([C@H](NC(C(F)(F)F)=O)CC(C)C)=O